3,4,4-trifluorobut-3-en-1-yl 2-(3-methyl-1H-indazol-1-yl)acetate CC1=NN(C2=CC=CC=C12)CC(=O)OCCC(=C(F)F)F